CC12CC3(C(C(CC(C1)(C3)C)C2)CC)OC(C=C)=O acrylic acid-3,5-dimethyl-8-ethyl-1-adamantyl ester